N-(2-allyl-9H-xanthen-9-yl)-2-oxo-6-(trifluoromethyl)-1,2-dihydropyridine-3-carboxamide C(C=C)C1=CC=2C(C3=CC=CC=C3OC2C=C1)NC(=O)C=1C(NC(=CC1)C(F)(F)F)=O